N1C=NC(=C1C(=O)O)C(=O)O imidazole-4,5-diformic acid